CC=1N(N=C2C(=NN=C(C21)C)N2CCC(CC2)C(=O)NCC2=NC=CC=C2)C2=CC=CC=C2 1-(3,4-dimethyl-2-phenyl-2H-pyrazolo[3,4-d]pyridazin-7-yl)-N-(pyridin-2-ylmethyl)piperidine-4-carboxamide